C(=O)(O)C1=C(C=NC(=C1)Cl)B(O)O 4-CARBOXY-6-CHLOROPYRIDINE-3-BORONIC ACID